Cl.C(C)(=O)OCC ethyl acetate-HCl